C(C)(C)(C)OC(=O)P(=O)N1CC2=C(C[C@H]1C(=O)O)N=CN2 (6S)-5-tert-Butoxycarbonylphosphinyl-4,5,6,7-tetrahydro-3H-imidazo[4,5-c]pyridine-6-carboxylic acid